C1(CC1)[C@@H](C)NC1=CC(N(C2=CC=C(C=C12)NC1=NC(=NC=C1Cl)Cl)C)=O (R)-4-((1-cyclopropylethyl)amino)-6-((2,5-dichloropyrimidin-4-yl)amino)-1-methylquinolin-2(1H)-one